ClC1=CC=C(C=C1)C1=N[C@H](C=2N(C3=C1C(=C(S3)C)C)C(=NN2)C)CC(=O)NCC=2C=C3CN(C(C3=CC2)=O)C2C(NC(CC2)=O)=O 2-((S)-4-(4-chlorophenyl)-2,3,9-trimethyl-6H-thieno[3,2-f][1,2,4]triazolo[4,3-a][1,4]diazepin-6-yl)-N-((2-(2,6-dioxopiperidin-3-yl)-1-oxoisoindolin-5-yl)methyl)acetamide